5-benzyl-3-[(isoquinoline-1-carbonylamino)methyl]-4H-1,2-oxazole-5-carboxylic acid C(C1=CC=CC=C1)C1(CC(=NO1)CNC(=O)C1=NC=CC2=CC=CC=C12)C(=O)O